Ethyl 3,6-dichloro-10-methylphenanthrene-9-carboxylate ClC=1C=CC=2C(=C(C3=CC=C(C=C3C2C1)Cl)C(=O)OCC)C